6-methoxy-N2-methyl-N4-(5-methyl-1H-pyrazol-3-yl)-N2-((3-exo)-9-(pyridin-2-ylsulfonyl)-9-azabicyclo[3.3.1]nonan-3-yl)pyrimidine-2,4-diamine COC1=CC(=NC(=N1)N(C1CC2CCCC(C1)N2S(=O)(=O)C2=NC=CC=C2)C)NC2=NNC(=C2)C